1-(4-(2,4-difluorophenoxy)-3-(1-methyl-7-oxo-6,7-dihydro-1H-pyrrolo[2,3-c]pyridin-3-yl)phenyl)piperidine-2,6-dione FC1=C(OC2=C(C=C(C=C2)N2C(CCCC2=O)=O)C2=CN(C=3C(NC=CC32)=O)C)C=CC(=C1)F